N1=C(N=CC=C1)C=1C=C(C=C(C1)NCCCCCCN1[C@@H]([C@H]([C@@H]([C@H](C1)O)O)O)CO)NS(=O)(=O)C1CC1 N-[3-(pyrimidin-2-yl)-5-({6-[(2R,3R,4R,5S)-3,4,5-trihydroxy-2-(hydroxymethyl)piperidin-1-yl]hexyl}amino)phenyl]cyclopropanesulfonamide